CC1(CCN2CCC1CC2)NC(N)=O 3-(4-methyl-1-aza-bicyclo[3.2.2]non-4-yl)urea